FC(CC(CC(=O)N[C@@H](C)C1=CC(=CC=C1)OC(F)(F)F)(C)O)(F)F 5,5,5-trifluoro-3-hydroxy-3-methyl-N-((S)-1-(3-(trifluoromethoxy)phenyl)ethyl)pentanamide